COC=1C=C(C=CC1OC)C1=CC=NC=2N1N=C(C2)C(=O)NC2=CC(=C(C(=O)OC)C=C2)OC methyl 4-(7-(3,4-dimethoxyphenyl)pyrazolo[1,5-a]pyrimidine-2-carboxamido)-2-methoxybenzoate